(S)-1-(4-((1-(2-fluoro-3-(trifluoromethyl)phenyl)ethyl)amino)-2-methyl-8,9-dihydro-7H-cyclopenta[h]quinazolin-6-yl)pyrrolidin-3-ol FC1=C(C=CC=C1C(F)(F)F)C(C)NC1=NC(=NC2=C3C(=C(C=C12)N1C[C@H](CC1)O)CCC3)C